C1(CC1)C1OCCN2C1=NC(=C2)S(=O)(=O)NC(NC2=C1CCCC1=CC(=C2C2=C1C(=NC=C2)N(C=C1)C(=O)OC(C)(C)C)C)=O tert-butyl 4-(4-(3-((8-cyclopropyl-5,6-dihydro-8H-imidazo[2,1-c][1,4]oxazin-2-yl)sulfonyl)ureido)-6-methyl-2,3-dihydro-1H-inden-5-yl)-1H-pyrrolo[2,3-b]pyridine-1-carboxylate